O=C1NC(CCC1N1N=CC(=C1)C1=CC=C(CNC(OC(C)(C)C)=O)C=C1)=O tert-Butyl (4-(1-(2,6-dioxopiperidin-3-yl)-1H-pyrazol-4-yl)benzyl)carbamate